2-((6-(((5-Bromo-7-((2-(trimethylsilyl)ethoxy)methyl)-7H-pyrrolo[2,3-d]pyrimidin-4-yl)amino)methyl)pyridin-2-yl)(methyl)amino)ethan-1-ol BrC1=CN(C=2N=CN=C(C21)NCC2=CC=CC(=N2)N(CCO)C)COCC[Si](C)(C)C